tert-butyl-(R)-3-((4-(5-fluoropyridin-2-yl)-1,2,3,4-tetrahydroquinoxaline-1-carboxamido)methyl)pyrrolidine C(C)(C)(C)N1C[C@H](CC1)CNC(=O)N1CCN(C2=CC=CC=C12)C1=NC=C(C=C1)F